C(C)OC(CC1=CC=C(C=C1)C=1C(NC2=CC(=C(C=C2C1)C1=CC=C(C=C1)C1=C(C=CC=C1)O)Cl)=O)=O 2-(4-(7-chloro-6-(2'-hydroxy-[1,1'-biphenyl]-4-yl)-2-oxo-1,2-dihydroquinolin-3-yl)phenyl)acetic acid ethyl ester